2-[3-(6-methyl-2-pyridyl)-1H-pyrazol-4-yl]-7-(4-phenyltriazol-1-yl)-1,5-naphthyridine CC1=CC=CC(=N1)C1=NNC=C1C1=NC2=CC(=CN=C2C=C1)N1N=NC(=C1)C1=CC=CC=C1